ClC1=C(OCC2=NC=CC(=N2)OC2CCN(CC2)CC2=NC3=C(N2CC2(CC2)CF)C=C(C=C3F)C(=O)O)C=CC(=C1)F 2-{[4-({2-[(2-chloro-4-fluorophenoxy)methyl]pyrimidin-4-yl}oxy)piperidin-1-yl]methyl}-4-fluoro-1-{[1-(fluoromethyl)cyclopropyl]methyl}-1H-1,3-benzodiazole-6-carboxylic acid